C(C)[C@@H]1N(C[C@H](N(C1)C(C)C1=C(C=C(C=C1)F)COC)CC)C(=O)OC(C)(C)C tert-butyl (2S,5R)-2,5-diethyl-4-(1-(4-fluoro-2-(methoxymethyl)phenyl)ethyl)piperazine-1-carboxylate